{2-[2-(5-bromo-2-fluorobenzylidene)hydrazineyl]phenyl}methanol BrC=1C=CC(=C(C=NNC2=C(C=CC=C2)CO)C1)F